C1C2CC3CC1CC(C2)(C3)C4=CC=CC=C4O Adamantylphenol